hexamethylenebis[3-(3,5-di-t-butyl-4-hydroxyphenyl)propionamide] C(C)(C)(C)C=1C=C(C=C(C1O)C(C)(C)C)CC(C(=O)N)CCCCCCC(C(=O)N)CC1=CC(=C(C(=C1)C(C)(C)C)O)C(C)(C)C